NC1=NN2C(N=C(C=C2)C=2C=C3CN(C(C3=C(C2)N2CCOCC2)=O)[C@@H](C)C2CC2)=C1C(=O)NC1CCC(CC1)(C)O 2-amino-5-{2-[(1S)-1-cyclopropylethyl]-7-(morpholin-4-yl)-1-oxo-2,3-dihydro-1H-isoindol-5-yl}-N-[cis-4-hydroxy-4-methylcyclohexyl]pyrazolo[1,5-a]pyrimidine-3-carboxamide